C1(=CC=CC=C1)NN=CC1=CC=C(C=C1)F 4-fluorobenzaldehyde phenylhydrazone